C1(CC1)C1=CC(=C(C(=C1)F)N1N=C2N=C(NC(C2=C1)=O)C1OCCOC1)C(F)F 2-[4-cyclopropyl-2-(difluoromethyl)-6-fluorophenyl]-6-(1,4-dioxan-2-yl)-2,5-dihydro-4H-pyrazolo[3,4-d]pyrimidin-4-one